BrC1=NC=2N(C(N(C(C2N1C)=O)CC1=CC(=C(C#N)C=C1)Cl)=O)C 4-((8-bromo-3,7-dimethyl-2,6-dioxo-2,3,6,7-tetrahydro-1H-purin-1-yl)methyl)-2-chlorobenzonitrile